C1(CC1)N1N=CC(=C1)C1C=C(CCO1)C=1N=C(C=2N=C(N(C(C2N1)=O)C)C(F)(F)F)C1=C(C=C(C(=C1)F)F)F (6-(1-cyclopropyl-1H-pyrazol-4-yl)-3,6-dihydro-2H-pyran-4-yl)-3-methyl-2-(trifluoromethyl)-8-(2,4,5-trifluorophenyl)pyrimido[5,4-d]pyrimidin-4(3H)-one